ClC=1C=C(C=C(C1F)Cl)C1(CC(=NO1)N1CC2=C(C1)C(=C(S2)C(=O)NCC(C)C)C)C(F)(F)F 5-(5-(3,5-dichloro-4-fluorophenyl)-5-(trifluoromethyl)-4,5-dihydroisoxazol-3-yl)-N-isobutyl-3-methyl-5,6-dihydro-4H-thieno[2,3-c]pyrrole-2-carboxamide